N-{2-methoxy-3-[3-(pyrrolidin-1-yl)propoxy]-6H,7H,8H,9H-cyclohexa[b]1,5-naphthyridin-10-yl}-1-(pyridin-4-yl)piperidin-4-amine COC=1N=C2C(=C3C(=NC2=CC1OCCCN1CCCC1)CCCC3)NC3CCN(CC3)C3=CC=NC=C3